N,N-dimethyl-2-phenyl-5-({[(pyridin-4-yl)methyl]carbamoyl}amino)-1H-indole-1-carboxamide CN(C(=O)N1C(=CC2=CC(=CC=C12)NC(NCC1=CC=NC=C1)=O)C1=CC=CC=C1)C